4-(azetidin-3-yl)-1-[1-(trifluoromethyl)cyclopropyl]triazole N1CC(C1)C=1N=NN(C1)C1(CC1)C(F)(F)F